C(C)(=O)O[C@H]1[C@@H](SC=2C(=NC=C(C2)Br)Br)O[C@@H]([C@@H]([C@@H]1N=[N+]=[N-])OC(C)=O)COC(C)=O 2,5-dibromopyridin-3-yl 2,4,6-tri-O-acetyl-3-azido-3-deoxy-1-thio-alpha-D-galactopyranoside